tert-butyl (S)-(3-(3-(difluoromethyl)phenyl)-5-hydroxypentyl)(methyl)carbamate FC(C=1C=C(C=CC1)[C@@H](CCN(C(OC(C)(C)C)=O)C)CCO)F